FC1=C(C(=CC=C1)OC)C1=CC2=C(N(N=C2C=C1)C1CN(CCC1)C(C=C)=O)NC=1C=NC=CC1 1-(3-(5-(2-fluoro-6-methoxyphenyl)-3-(pyridin-3-ylamino)-2H-indazol-2-yl)piperidin-1-yl)prop-2-en-1-one